FC=1C=C(C(=O)OC)C=C(C1)C1=C(N=CN1COCC[Si](C)(C)C)C=C methyl 3-fluoro-5-(1-((2-(trimethylsilyl)ethoxy)methyl)-4-vinyl-1H-imidazol-5-yl)benzoate